[I].C(C)(C)[Si](C(C)C)(C(C)C)C#C triisopropylsilyl-acetylene iodine